ethyl 1-(4-cyano-2,3,5,6-tetrafluorophenyl)-6,7,8-trifluoro-4-oxo-1,4-dihydroquinoline-3-carboxylate C(#N)C1=C(C(=C(C(=C1F)F)N1C=C(C(C2=CC(=C(C(=C12)F)F)F)=O)C(=O)OCC)F)F